silver sulfur diazine N1=NC=CC=C1.[S].[Ag]